3-(methylsulfonyl)-1H-pyrazole CS(=O)(=O)C1=NNC=C1